acryloyloxybutylbenzyl-diethylammonium iodide [I-].C(C=C)(=O)OCCCC[N+](CC)(CC)CC1=CC=CC=C1